C12(CCC2C1)CN1N=C(C(=C1C(=O)NC1=CC(=NC=C1)S(N)(=O)=O)C)C(C)(F)F 1-(bicyclo[2.1.0]pentan-1-ylmethyl)-3-(1,1-difluoroethyl)-4-methyl-N-(2-sulfamoylpyridin-4-yl)-1H-pyrazole-5-carboxamide